C(CCC)NC(=O)NCCCC N,N'-dibutyl-urea